ClC=1C=C2C(=NC1)OC(=N2)C2CC1(CC(C1)NC(=O)C=1OC(=CC1)S(=O)C1CC1)C2 N-[6-(6-chlorooxazolo[5,4-b]pyridin-2-yl)spiro[3.3]heptan-2-yl]-5-cyclopropylsulfinyl-furan-2-carboxamide